tert-butyl (S)-2-amino-3-(8-(6-fluoro-1,4-dimethyl-2-oxo-1,2-dihydro quinolin-3-yl)quinoxalin-5-yl)propanoate N[C@H](C(=O)OC(C)(C)C)CC1=C2N=CC=NC2=C(C=C1)C=1C(N(C2=CC=C(C=C2C1C)F)C)=O